acryloyloxymethyl-ethoxysilane C(C=C)(=O)OC[SiH2]OCC